6-chloro-7-(2-fluorophenyl)-1-methyl-4-((2S)-2-methyl-4-(2-propenoyl)-1-piperazinyl)pyrido[2,3-d]pyrimidin-2(1H)-one ClC1=CC2=C(N(C(N=C2N2[C@H](CN(CC2)C(C=C)=O)C)=O)C)N=C1C1=C(C=CC=C1)F